C(C)OC(C(=C)C1COC2(CN(C2)C(=O)OC(C)(C)C)C1)OCC tert-Butyl 7-(3,3-diethoxyprop-1-en-2-yl)-5-oxa-2-azaspiro[3.4]octane-2-carboxylate